CN1CCN(CC1)C=1C=CC=2N(N1)C(=NN2)CCC(=O)NC2CCN(CC2)C(C)C2=CC=CC=C2 3-[6-(4-Methylpiperazin-1-yl)-[1,2,4]triazolo[4,3-b]pyridazin-3-yl]-N-[1-(1-phenylethyl)piperidin-4-yl]propanamide